1'-(4-chloro-3-fluorophenyl)-2'-oxo-1',2'-dihydrospiro[cyclopentane-1,3'-pyrrolo[3,2-b]pyridine]-5'-carboxylic acid ClC1=C(C=C(C=C1)N1C(C2(C3=NC(=CC=C31)C(=O)O)CCCC2)=O)F